C(=C\C1=CC=C(C=C1S(=O)(=O)[O-])NS(=O)(=O)C1=CC=C(C=C1)C)/C1=CC=C(C=C1S(=O)(=O)[O-])NS(=O)(=O)C1=CC=C(C=C1)C.[Na+].[Na+] Sodium (E)-6,6'-(ethene-1,2-diyl)bis(3-((4-methylphenyl) sulfonamido) benzenesulfonate)